2-(1-(5-acetamidopyrazin-2-yl)piperidin-4-yl)-N-(3-(trifluoromethyl)phenyl)acetamide C(C)(=O)NC=1N=CC(=NC1)N1CCC(CC1)CC(=O)NC1=CC(=CC=C1)C(F)(F)F